[Mn].[Sr].[Y] yttrium strontium manganese